4-(6-((3-bromo-2-chlorophenyl)carbamoyl)-3,4-dihydro-2,7-naphthyridin-2(1H)-yl)-1-methylcyclohexane-1-carboxylic acid BrC=1C(=C(C=CC1)NC(=O)C=1C=C2CCN(CC2=CN1)C1CCC(CC1)(C(=O)O)C)Cl